N-cyclohexyl-2-(3-pyridinyl)-2H-indazole-4-carboxamide C1(CCCCC1)NC(=O)C=1C2=CN(N=C2C=CC1)C=1C=NC=CC1